4-((3aS,7aS)-1-acryloyloctahydro-6H-pyrrolo[2,3-c]pyridin-6-yl)-3-chloro-5-fluoro-2-methyl-1H-indole-7-carboxamide C(C=C)(=O)N1CC[C@H]2[C@H]1CN(CC2)C2=C1C(=C(NC1=C(C=C2F)C(=O)N)C)Cl